tert-butyl N-[(1S)-1-(dicyclopropylmethyl)-2-[[2-(3,5-dimethyl-1H-pyrazol-4-yl)pyrimidin-5-yl]amino]-2-oxo-ethyl]carbamate C1(CC1)C([C@@H](C(=O)NC=1C=NC(=NC1)C=1C(=NNC1C)C)NC(OC(C)(C)C)=O)C1CC1